(-)-6-(3-Cyclopropoxy-2-methylphenyl)-2-(5-methylpyrimidin-2-yl)-5,6,7,8-tetrahydrophthalazin-1(2H)-one C1(CC1)OC=1C(=C(C=CC1)C1CC=2C=NN(C(C2CC1)=O)C1=NC=C(C=N1)C)C